C(C)OC(=O)C=1N=NN(C1)CC=1C(=NC(=CC1)N1CC2(CC2)C1)C(F)F 1-[(6-{5-azaspiro[2.3]hex-5-yl}-2-(difluoromethyl)pyridin-3-yl)methyl]-1H-1,2,3-triazole-4-carboxylic acid ethyl ester